C(C)(C)(C)OC(=O)N1C(=CC2=C(C=CC=C12)Cl)CN1C(N(C=2N=C(N(C2C1=O)C)C1N(CCOC1)C(=O)OC(C)(C)C)C)=O tert-butyl 3-(1-((1-(tert-butoxycarbonyl)-4-chloro-1H-indol-2-yl)methyl)-3,7-dimethyl-2,6-dioxo-2,3,6,7-tetrahydro-1H-purin-8-yl)morpholine-4-carboxylate